methyl 2-[8-(2-chlorophenyl)-7-(4-chlorophenyl)-2,6-dioxo-3H-purin-1-yl]acetate ClC1=C(C=CC=C1)C1=NC=2NC(N(C(C2N1C1=CC=C(C=C1)Cl)=O)CC(=O)OC)=O